3-((4,4-bis(octyloxy)butanoyl)oxy)-2-((((1-ethylazetidin-3-yl)carbamoyl)oxy)-methyl)propyl (9Z,12Z)-octadeca-9,12-dienoate C(CCCCCCC\C=C/C\C=C/CCCCC)(=O)OCC(COC(CCC(OCCCCCCCC)OCCCCCCCC)=O)COC(NC1CN(C1)CC)=O